3-(2,5-dichloropyrimidin-4-yl)-1-tosyl-1H-pyrrolo[2,3-b]pyridine ClC1=NC=C(C(=N1)C1=CN(C2=NC=CC=C21)S(=O)(=O)C2=CC=C(C)C=C2)Cl